4-(((1R,5S,6s)-3-(tert-Butoxycarbonyl)-3-azabicyclo[3.1.0]hex-6-yl)amino)-1-(1-(difluoromethyl)cyclopropyl)-6-oxo-1,6-dihydropyridine-3-carboxylic acid lithium [Li].C(C)(C)(C)OC(=O)N1C[C@@H]2C([C@@H]2C1)NC=1C(=CN(C(C1)=O)C1(CC1)C(F)F)C(=O)O